N1=CC=CC2=CC=NC(=C12)C=1C=C2CN(C(C2=CC1)=O)C1C(NC(CC1)=O)=O 3-[5-(1,7-naphthyridin-8-yl)-1-oxo-2,3-dihydro-1H-isoindol-2-yl]piperidine-2,6-dione